(4R,12AS)-3,4,6,8,12,12A-hexahydro-7-hydroxy-4-methyl-6,8-dioxo-2H-pyrido[1',2':4,5]pyrazino[2,1-B][1,3]oxazine OC=1C(C=CN2C[C@@H]3OCC[C@H](N3C(C21)=O)C)=O